N[C@@H](CO)C=1OC=CC1 (2S)-2-amino-2-(2-furyl)ethanol